behenamidopropyl-dimethylamide C(CCCCCCCCCCCCCCCCCCCCC)(=O)NCCCC[N-]C